2-methoxy-6-(3-methoxyazetidin-1-yl)benzaldehyde COC1=C(C=O)C(=CC=C1)N1CC(C1)OC